N-(sec-butyl)nonane-1,9-diamine C(C)(CC)NCCCCCCCCCN